(2R)-7a-(((tert-Butyldiphenylsilyl)oxy)methyl)-2-fluorohexahydro-1H-pyrrolizine [Si](C1=CC=CC=C1)(C1=CC=CC=C1)(C(C)(C)C)OCC12CCCN2C[C@@H](C1)F